FC(C)(F)C1=NC=C(C(=N1)O)F 2-(1,1-difluoroethyl)-5-fluoropyrimidin-4-ol